C(C1=CC=CC=C1)OC(=O)N1CCN(CC1)[C@H](C1=CC=CC=C1)C=1N=NN(N1)CF |r| (R/S)-4-((2-(fluoromethyl)-2H-tetrazol-5-yl)(phenyl)methyl)piperazine-1-carboxylic acid benzyl ester